(1-(7-(pyrrolidin-1-yl)quinolin-5-yl)cyclopropyl)benzamide N1(CCCC1)C1=CC(=C2C=CC=NC2=C1)C1(CC1)C1=C(C(=O)N)C=CC=C1